NC1=CC(=C(C=C1)C(\C=C\C1=CC(=CC=C1)OC1=CC=CC=C1)=O)O (E)-1-(4-Amino-2-hydroxyphenyl)-3-(3-phenoxyphenyl)prop-2-en-1-one